FC(C=1C=NC=CC1OC1CC2(CC1)CCN(CC2)C(=O)OC(C)(C)C)(F)F tert-butyl 2-((3-(trifluoromethyl)pyridin-4-yl)oxy)-8-azaspiro[4.5]decane-8-carboxylate